CN1CCC(CC1)C1=CNC=2C1=NC(=CC2)NC(=O)C2CCC2 N-[3-(1-methylpiperidin-4-yl)-1H-pyrrolo[3,2-b]pyridin-5-yl]cyclobutanecarboxamide